NC1=NC=C(C=2N=C(N=CC21)NC2=CNC=C2)C2=CC=C(C=C2)C(=O)N2CCOCC2 3-((5-amino-8-(4-(morpholine-4-carbonyl)phenyl)pyrido[4,3-d]pyrimidin-2-yl)amino)pyrrole